6-chloro-4-((2-methoxy-3-(1-methyl-1H-1,2,4-triazol-3-yl)phenyl)amino)pyridazine-3-carboxylic acid zinc [Zn].ClC1=CC(=C(N=N1)C(=O)O)NC1=C(C(=CC=C1)C1=NN(C=N1)C)OC